2-amino-6-(3-fluoro-2-methylphenyl)imidazo[1,2-a]pyridine-3-carboxylic acid methyl ester COC(=O)C1=C(N=C2N1C=C(C=C2)C2=C(C(=CC=C2)F)C)N